1-((S)-2,2-difluorocyclobutyl)-N-((R)-1-(3-(1,1-difluoroethyl)-2-fluorophenyl)ethyl)-4-(((1R,5S,6S)-3-methyl-3-azabicyclo[3.1.0]hex-6-yl)amino)-6-oxo-1,6-dihydropyridine-3-carboxamide FC1([C@H](CC1)N1C=C(C(=CC1=O)NC1[C@@H]2CN(C[C@H]12)C)C(=O)N[C@H](C)C1=C(C(=CC=C1)C(C)(F)F)F)F